[3-(4-aminophenoxy) phenyl] sulfone NC1=CC=C(OC=2C=C(C=CC2)S(=O)(=O)C2=CC(=CC=C2)OC2=CC=C(C=C2)N)C=C1